1-(5-(4-fluoro-1-isopropyl-2-methyl-1H-benzo[d]imidazol-6-yl)pyrrolo[2,1-f][1,2,4]triazin-2-yl)-N3-methylcyclobutane-1,3-diamine FC1=CC(=CC=2N(C(=NC21)C)C(C)C)C=2C=CN1N=C(N=CC12)C1(CC(C1)NC)N